2-(((tert-butyldimethylsilyl)oxy)methyl)-1H-imidazole [Si](C)(C)(C(C)(C)C)OCC=1NC=CN1